ClC1=C2C=CC=NC2=C(C=C1)OC(C(=O)OC)C(=O)OCC methyl ethyl (5-chloro-8-quinolinoxy)malonate